ClC1=CC=C(C=C1)CCNC(=O)N(C)CC1=CC(=C(C=C1)O)O 1-[2-(4-chlorophenyl)ethyl]-3-[(3,4-dihydroxyphenyl)methyl]-3-methylurea